7-(trifluoro-methyl)-5-(5-(4-(trifluoro-methyl)piperidine-1-carbonyl)pyridin-2-yl)benzofuran FC(C1=CC(=CC=2C=COC21)C2=NC=C(C=C2)C(=O)N2CCC(CC2)C(F)(F)F)(F)F